Pentantriol C(CCCC)(O)(O)O